C(C)OC(CC)(OCC)OCC triethylorthopropionate